nonane-1,9-diamine C(CCCCCCCCN)N